2,3-dimercaptoethylthiopropanethiol SCCSC(CCS)S